FC1C(C1)C(=O)NC=1N=C2N(C=C(C=C2)C2=C(C=CC3=C2N=CS3)CO)C1 2-fluoro-N-(6-(5-(hydroxymethyl)benzothiazol-4-yl)imidazo[1,2-a]pyridin-2-yl)cyclopropane-1-carboxamide